methyl 2-(4-((2,4-diaminopyrimidin-5-yl)methyl)-2,6-dimethoxyphenoxy)acetate NC1=NC=C(C(=N1)N)CC1=CC(=C(OCC(=O)OC)C(=C1)OC)OC